C(#N)CC(=O)NC1=NC=CC=C1 2-cyano-N-(pyridin-2-yl)acetamide